(5-cyclopropyl-3-(2,6-dichlorophenyl)isoxazol-4-yl)spiro[3.5]non-1-en-7-ol C1(CC1)C1=C(C(=NO1)C1=C(C=CC=C1Cl)Cl)C1=CCC12CCC(CC2)O